ClC1=NC2=C(C=3N1N=C(N3)C3=C(C=C(C=C3)Cl)OC(F)(F)F)N=CC=C2 5-Chloro-2-[4-chloro-2-(trifluoromethoxy)phenyl]pyrido[2,3-e][1,2,4]triazolo[1,5-c]pyrimidine